C1(CC1)N1CC2=CC=C(C=C2C1=O)OC=1C(=CC=C2C(CCOC12)OP(=O)(N1CC1)N1CC1)[N+](=O)[O-] Di(aziridin-1-yl)phosphinic acid 8-((2-cyclopropyl-3-oxoisoindolin-5-yl) oxy)-7-nitrochroman-4-yl ester